ClC=1C(=NC=CC1C1=NC(=C(C=C1)CNCC1NC(CC1)=O)OC)C=1C(=C(C=CC1)NC(=O)C=1SC=C(N1)CNCCO)C N-(3-(3'-chloro-6-methoxy-5-((((5-oxopyrrolidin-2-yl)methyl)amino)methyl)-[2,4'-bipyridin]-2'-yl)-2-methylphenyl)-4-(((2-hydroxyethyl)amino)methyl)thiazole-2-carboxamide